tetramethylolethane tetraacrylate C(C=C)(=O)O.C(C=C)(=O)O.C(C=C)(=O)O.C(C=C)(=O)O.C(O)CC(CO)(CO)CO